C(#N)C1=C(C=CC(=C1)OC(F)(F)F)S(=O)(=O)N1CC(C1)(CO)COC1=CC(=C(C#N)C=C1)F 4-((1-((2-Cyano-4-trifluoromethoxyphenyl)sulfonyl)-3-(hydroxymethyl)azetidin-3-yl)methoxy)-2-fluorobenzonitrile